5-amino-pyrazine-carboxylic acid NC=1N=CC(=NC1)C(=O)O